S-(2-((tert-butoxycarbonyl)amino)ethyl)-(S)-2-((tert-butoxycarbonyl)amino)-3-((2-((tertbutoxycarbonyl) amino)ethyl)disulfaneyl)propanethioate C(C)(C)(C)OC(=O)NCCS=C([C@H](CSSCCNC(=O)OC(C)(C)C)NC(=O)OC(C)(C)C)[O-]